isopropoxycarbonyl 4-[4-[[2-[2-[tert-butoxycarbonyl(cyclopropylmethyl)amino]-4-pyridyl]oxazole-4-carbonyl]amino]-3-(trifluoromethyl) pyrazol-1-yl]benzoate C(C)(C)(C)OC(=O)N(C1=NC=CC(=C1)C=1OC=C(N1)C(=O)NC=1C(=NN(C1)C1=CC=C(C(=O)OC(=O)OC(C)C)C=C1)C(F)(F)F)CC1CC1